ClC=1C=CC=2N=CN=C(C2N1)NC1=CC(=C(C=C1)OC1=CC=2N(C=C1)N=CN2)C 6-chloro-N-(3-methyl-4-[[1,2,4]triazolo[1,5-a]pyridin-7-yloxy]phenyl)pyrido[3,2-d]pyrimidin-4-amine